1-(3-fluoro-5-methoxy-4-pyridinyl)-7-methoxy-3-methyl-8-(1,3-dimethylpyrazol-4-yl)imidazo[4,5-c]quinolin-2-one FC=1C=NC=C(C1N1C(N(C=2C=NC=3C=C(C(=CC3C21)C=2C(=NN(C2)C)C)OC)C)=O)OC